6-hydroxy-4-methyl-pyridine-3-carbonitrile OC1=CC(=C(C=N1)C#N)C